ribulose 1,5-diPhosphate P(=O)(O)(O)OCC(=O)[C@H](O)[C@H](O)COP(=O)(O)O